(2R,8aS)-2-(2,3-dichloro-6-hydroxyphenyl)-7-[(2-hydroxyethyl)(methyl)amino]-hexahydro-1H-indolizin-5-one ClC1=C(C(=CC=C1Cl)O)[C@H]1C[C@H]2CC(CC(N2C1)=O)N(C)CCO